3-((cyclopropylamino)methyl)pyrrolidin-2-one C1(CC1)NCC1C(NCC1)=O